CC1=C(CN2CCC(CC2)C=2C=C3CN(C(C3=CC2)=O)C2C(NC(CC2)=O)=O)C(=CC=C1)C 3-(5-(1-(2,6-dimethylbenzyl)piperidin-4-yl)-1-oxoisoindolin-2-yl)piperidine-2,6-dione